C1(CC1)C1=NC2=CC=C(C=C2C(=N1)N1CC2(C1)CN(C2)C2=C(C=CC=C2)OC)N(CCC)C {2-cyclopropyl-4-[6-(2-methoxy-phenyl)-2,6-diaza-spiro[3.3]hept-2-yl]-quinazolin-6-yl}-methyl-propyl-amine